(S)-2-(trifluoromethyl)pyrrolidine FC([C@H]1NCCC1)(F)F